[C@H]1([C@@H](O)[C@@H](O)[C@H](O)[C@H](O1)CO)O[C@@H]1[C@H]([C@@H](O[C@@H]([C@H]1O)CO[C@@H]1[C@@H](O)[C@@H](O)[C@H](O)[C@H](O1)CO)OCCNC(CCCCCCC(=O)O)=O)O 8-({2-[(α-D-mannopyranosyl-(1→3)-[α-D-mannopyranosyl-(1→6)]-β-D-glucopyranosyl)oxy]ethyl}amino)-8-oxo-octanoic acid